C1(=CC(=CC=C1)C=1OC(=CN1)C(=O)NC(CC)CC)C=1OC(=CN1)C(=O)NC(CC)CC 2,2'-(1,3-phenylene)bis(N-(pentan-3-yl)oxazole-5-carboxamide)